ClC1=CC(=C(C=C1)C1=NC(=NC2=C1N=C(N(C2=O)C)C)N2CC1=CN=CC=C1CC2)F 8-(4-chloro-2-fluoro-phenyl)-6-(3,4-dihydro-1H-2,7-naphthyridin-2-yl)-2,3-dimethyl-pyrimido[5,4-d]pyrimidin-4-one